3-(6-amino-3-chloropyridin-2-yl)phenol NC1=CC=C(C(=N1)C=1C=C(C=CC1)O)Cl